6-bromo-N-(5-(2-morpholinoethoxy)-2-(piperidin-1-yl)phenyl)pyridineamide BrC1=CC=CC(=N1)C(=O)NC1=C(C=CC(=C1)OCCN1CCOCC1)N1CCCCC1